ClC=1C=C(C2=C(N=C(O2)N2CC3N(C(C2)C3)C(=O)OC(C)(C)C)C1OC(C(=O)OCC)(F)F)C=1SC=CN1 tert-Butyl 3-(5-chloro-4-(2-ethoxy-1,1-difluoro-2-oxoethoxy)-7-(thiazol-2-yl)benzo[d]oxazol-2-yl)-3,6-diazabicyclo[3.1.1]heptane-6-carboxylate